carbamic acid-but-3-yn-1-yl ester C(CC#C)OC(N)=O